C(CCCCCCCCCC)OC(CBr)=O.C(#N)C(COOCC)NC(C1=CC=CC=C1)=O N-(1-cyano-2-ethylperoxyethyl)benzamide undecyl-2-bromoacetate